CC(C)[Si](OC1=CC=C(C=O)C=C1)(C(C)C)C(C)C 4-{[tris(propan-2-yl)silyl]oxy}benzaldehyde